1H-benzo[d]imidazole-2(3H)-thione N1C(NC2=C1C=CC=C2)=S